CC1=NN=C(O1)C1=CC=CC(=N1)OCCCN1CCN(CC1)C1=NSC2=C1C=CC=C2 3-(4-{3-[6-(5-Methyl-[1,3,4]oxadiazol-2-yl)-pyridin-2-yloxy]-propyl}-piperazin-1-yl)-benzo[d]isothiazole